C([C@@H]1[C@@H]([C@@H]([C@H]([C@@H](O1)O[C@H]2[C@H](O[C@@H]([C@@H]([C@H]2O)O)O[C@@H]3[C@H](O[C@H]([C@@H]([C@H]3O)O)O)CO)CO)O)O)O)O The molecule is a trisaccharide consisting of beta-D-galactopyranose, alpha-D-galactopyranose and beta-D-glucopyranose residues joined in sequence by (1->4) glycosidic bonds. It derives from an alpha-D-Galp-(1->4)-beta-D-Glcp and a beta-D-Galp-(1->4)-alpha-D-Galp.